NC1=CC=C2C(=NC(=NC2=C1)N1CCCC1)N1C[C@@H](CC1)NC(OC(C)(C)C)=O (R)-tert-butyl (1-(7-amino-2-(pyrrolidin-1-yl)quinazolin-4-yl)pyrrolidin-3-yl)carbamate